ClC=1C(=NC(=NC1)NC1=CC(=C(C=C1)N1CCC(CC1)N1CCN(CC1)C)Cl)O[C@H]1CO[C@H]2[C@@H]1OC[C@H]2O (3R,3aR,6S,6aR)-6-((5-chloro-2-((3-chloro-4-(4-(4-methylpiperazin-1-yl)piperidin-1-yl)Phenyl)amino)pyrimidin-4-yl)oxy)hexahydrofuro[3,2-b]furan-3-ol